C1(=CC=C(C=C1)C=1C=CC=C2C=C(NC12)C(=O)O)C1=CC=CC=C1 7-([1,1'-biphenyl]-4-yl)-1H-indole-2-carboxylic acid